N1=C(N=CC=C1)N[C@@H]1CN(C[C@H]1\C=C\C1=CC=C(C=C1)C(F)(F)F)C(C=C)=O 1-((3S,4R)-3-(pyrimidin-2-ylamino)-4-((E)-4-(trifluoromethyl)styryl)pyrrolidin-1-yl)prop-2-en-1-one